1-ethyl-3-methylimidazole triazole salt N1N=NC=C1.C(C)N1CN(C=C1)C